N-methyl-allylamine hydrochloride Cl.CNCC=C